[Pb].C(CCC)N butylamine lead